ClC=1C=C(C=CC1Cl)[C@H](CN(C)C)NS(=O)(=O)C1=CC=C(C=C1)C=1CCOCC1 (R)-N-(1-(3,4-dichlorophenyl)-2-(dimethylamino)ethyl)-4-(3,6-dihydro-2H-pyran-4-yl)benzenesulfonamide